BrC1=CC=C(C2=C1CCO2)CC2=NC1=C(N2C[C@H]2OCC2)C=C(C=C1)C(=O)OC methyl (S)-2-((4-bromo-2,3-dihydrobenzofuran-7-yl) methyl)-1-(oxetan-2-ylmethyl)-1H-benzo[d]imidazole-6-carboxylate